C1(CC1)C=1NC(=NN1)C1CC2(CN(C2)C(=O)N2CCN(CC2)C(=O)C2=CC=C(C=C2)CC)C1 [4-[6-(5-cyclopropyl-4H-1,2,4-triazol-3-yl)-2-azaspiro[3.3]heptane-2-carbonyl]piperazino]-(4-ethylphenyl)methanone